C1CCCCC1.[Te].[Te].[Te].[Te] tetratellurium cyclohexane